[Cl].[Cl].C(CCCCCCCC)C1=C(C=CC=C1)O nonylphenol dichlorine